FC1=C(C=CC=C1F)C1=C(N=C(C=2N1N=CC2)N2CCC1(CC2)CC=2C(=NC(=CC2)OC)[C@H]1N)C (7S)-1'-[7-(2,3-difluorophenyl)-6-methyl-pyrazolo[1,5-a]pyrazin-4-yl]-2-methoxy-spiro[5,7-dihydrocyclopenta[b]pyridine-6,4'-piperidine]-7-amine